NC=1C(=NN(C1N1CCC(CC1)N(C=1C=NC(=CC1)OC(F)F)C=1C=NC=CC1OC)C)Br N-(1-(4-Amino-3-bromo-1-methyl-1H-pyrazol-5-yl)piperidin-4-yl)-6-(difluoro-methoxy)-N-(4-methoxypyridin-3-yl)pyridin-3-amine